CC1=CC(=C(C2=C1C(=CC(=O)O2)OC)C3=C(C=C(C4=C3OC(=O)C=C4OC)C)OC)O The molecule is a member of the class of 8,8'-bicoumarins that is kotanin in which the methoxy group at position 7 is replaced by a hydroxy group. A fungal metabolite, its isolation from Aspergillus clavatus was first reported in 1971. It has a role as a metabolite. It derives from an orlandin.